C(=O)O.NCCC[C@@H](CC(=O)NC=1SC(=C(N1)C)C(C)(C)C)NC1=NC=CC2=CC=C(C=C12)C1=NOC(=N1)C (S)-6-amino-N-(5-(tert-butyl)-4-methylthiazol-2-yl)-3-((7-(5-methyl-1,2,4-oxadiazol-3-yl)isoquinolin-1-yl)amino)hexanamide formate salt